ethyl 4-((7R,14S)-1-(difluoromethoxy)-6-methyl-5-oxo-5,6,7,14-tetrahydro-7,14-methanobenzo[c]pyrimido[1',2':1,5]pyrazolo[4,3-f]azocin-12-yl)cyclohex-3-ene-1-carboxylate FC(OC1=CC=CC=2C(N([C@H]3C=4C([C@@H](C21)C3)=C3N(N4)C=CC(=N3)C3=CCC(CC3)C(=O)OCC)C)=O)F